6-[[6-[1-(trifluoromethyl)cyclopropyl]-3-pyridinyl]methyl]-2-azaspiro[3.3]heptane FC(C1(CC1)C1=CC=C(C=N1)CC1CC2(CNC2)C1)(F)F